ClC=1N=NC(=CC1Cl)OC(F)F 3,4-dichloro-6-(difluoromethoxy)pyridazine